C1N(CC12CNC2)C2=CC=C(C=C2)C2CNCCC2 3-(4-(2,6-diazaspiro[3.3]heptan-2-yl)phenyl)piperidine